N[C@H](C(=O)N1C=C(C2=CC=CC=C12)CCN(C)C)C (S)-2-amino-1-(3-(2-(dimethylamino)ethyl)-1H-indol-1-yl)propan-1-one